1H-pyrrolo[3,4-c]Pyridine C1N=CC=2C=NC=CC21